4-methoxy-4-oxobutanoic acid COC(CCC(=O)O)=O